1,3,5-pentanetricarbonitrile C(CC(CCC#N)C#N)C#N